C(C(=O)O)(=O)O.COC1=C(C=CC=C1)N1CCN(CC1)CCC(=O)N1C2=C(CCC3=C1C=CC=C3)C=CC(=C2)Cl 3-[4-(2-methoxyphenyl)piperazin-1-yl]-1-[3-chloro-10,11-dihydro-5H-dibenzo[b,f]azepin-5-yl]propan-1-one oxalate